4-(5-acetyl-2-(4-fluoro-2,6-dimethylphenoxy)phenyl)-6-methyl-7-oxo-6,7-dihydrothieno[2,3-c]pyridine-2-carboxylic acid methyl ester COC(=O)C1=CC2=C(C(N(C=C2C2=C(C=CC(=C2)C(C)=O)OC2=C(C=C(C=C2C)F)C)C)=O)S1